C(C=C)N1C(NC2(C1=O)C(CCC2)CC2=C(C=CC(=C2)S(=O)(=O)N)C2=CC=C(C=C2)F)=O ((3-allyl-2,4-dioxo-1,3-diazaspiro[4.4]nonane-6-yl)methyl)-4'-fluoro-[1,1'-biphenyl]-4-sulfonamide